Cl.COC=1C=C(C=CC1OC)C1=CC=2N(C(=N1)NC1=C(C(=O)N)C=CC=N1)C=CN2 2-(7-(3,4-dimethoxyphenyl)-imidazo[1,2-c]pyrimidin-5-ylamino)nicotinamide HCl